1-(cyanomethyl)-N-[1-(fluoromethyl)cyclopropyl]-3-(5-methyl-1,3,4-thiadiazol-2-yl)-2-oxo-benzimidazol-5-sulfonamide C(#N)CN1C(N(C2=C1C=CC(=C2)S(=O)(=O)NC2(CC2)CF)C=2SC(=NN2)C)=O